FC1(C(C2=C(N(C=C2C(F)(F)F)C=2C=C(C=C(C#N)C2)C#N)C1)O)F 5-(5,5-difluoro-4-hydroxy-3-(trifluoromethyl)-5,6-dihydro-cyclopenta[b]pyrrol-1(4H)-yl)isophthalonitrile